N-[3-(6-bromo-1-tetrahydropyran-2-yl-indazol-4-yl)oxycyclobutyl]-N-methyl-carbamic acid tert-butyl ester C(C)(C)(C)OC(N(C)C1CC(C1)OC1=C2C=NN(C2=CC(=C1)Br)C1OCCCC1)=O